6-((((S)-1-(6-aminopyridin-3-yl)piperidin-3-yl)((2-methoxypyridin-4-yl)methyl)amino)methyl)-9-fluoro-3-methyl-10-(4-methylpiperazin-1-yl)-2H-[1,4]oxazino[2,3,4-ij]quinolin-7(3H)-one NC1=CC=C(C=N1)N1C[C@H](CCC1)N(CC1=CC(=NC=C1)OC)CC1=CN2C3=C(C(=C(C=C3C1=O)F)N1CCN(CC1)C)OCC2C